C(#N)C1=CC=C(C(=N1)N(C(C(=O)OCC)=O)C1CCN(CC1)C(=O)O)[N+](=O)[O-] 4-(N-(6-cyano-3-nitropyridin-2-yl)-2-ethoxy-2-ketoacetamido)piperidine-1-carboxylic acid